C(#N)C1(CCN(CC1)C(=O)NC=1SC(=C(N1)C1=CC(=CC=C1)C#N)C1=CC(=NC(=C1)C)CO)CCO 4-cyano-N-[4-(3-cyanophenyl)-5-[2-(hydroxymethyl)-6-methyl-4-pyridyl]thiazol-2-yl]-4-(hydroxyethyl)piperidine-1-carboxamide